C(C1=CC=CC=C1)(=O)ON=C(C(=O)C1=CC=CC=C1)C(=O)OCC 1-phenyl-3-ethoxypropanetrione-2-(benzoyl) oxime